6-Methyl-N-[[6-(methylamino)-2-pyridyl]sulfonyl]-2-(2,4,6-trimethylphenoxy)pyridin-3-carboxamid CC1=CC=C(C(=N1)OC1=C(C=C(C=C1C)C)C)C(=O)NS(=O)(=O)C1=NC(=CC=C1)NC